FC(C1=C(C=CC=C1)C1=C(C=CC=C1)[I+]C1=CC=CC=C1)(F)F o-trifluoromethylphenyl-diphenyliodonium